FC1=C(CNC(=O)[C@@]2(C=3C=CC=NC3[C@@H](CC2)O)F)C=CC(=C1)F (5r,8r)-N-(2,4-difluorobenzyl)-5-fluoro-8-hydroxy-5,6,7,8-tetrahydroquinoline-5-carboxamide